C[C@]12C3CC[C@@]4(C(=CCC4C3CC=C2C[C@H](CC1)NC(C1=CN=CC=C1)=O)N1C=NC(=C1)C)C N-((3S,10R,13S)-10,13-dimethyl-17-(4-methyl-1H-imidazol-1-yl)-2,3,4,7,8,9,10,11,12,13,14,15-dodecahydro-1H-cyclopenta[a]phenanthren-3-yl)nicotinamide